FC=1C=CC(=C(C1)C=1C(=NC(=NC1)C1=C(C=CC=C1OC)F)C(=O)N)N1C(COCC1)CO (5-fluoro-2-(3-(hydroxymethyl)morpholino)phenyl)-2-(2-fluoro-6-methoxyphenyl)pyrimidine-4-carboxamide